4-(4-(8-oxa-3-azabicyclo[3.2.1]octan-3-yl)-6-chloro-8-fluoro-2-(((2R,7aS)-2-fluorohexahydro-1H-pyrrolizin-7a-yl)methoxy)quinazolin-7-yl)-7-fluorobenzo[d]thiazol-2-amine C12CN(CC(CC1)O2)C2=NC(=NC1=C(C(=C(C=C21)Cl)C2=CC=C(C1=C2N=C(S1)N)F)F)OC[C@]12CCCN2C[C@@H](C1)F